C(C1=CC=CC=C1)N([C@@H](CC1=CC=C(C=C1)O)C(=O)[O-])C(=O)OCC1C2=CC=CC=C2C=2C=CC=CC12 benzyl(((9H-fluoren-9-yl)methoxy)carbonyl)-L-tyrosinate